tert-butyl (1-(5-amino-6-bromo-1,2,4-triazin-3-yl)-4-methylpiperidin-4-yl)carbamate NC=1N=C(N=NC1Br)N1CCC(CC1)(C)NC(OC(C)(C)C)=O